COC=1C=C(C=CC1)NC1=CC=C2C=NC(=NC2=C1)CSC1CCOCC1 7-((3-Methoxyphenyl)amino)-2-(((tetrahydro-2H-pyran-4-yl)thio)methyl)quinazolin